N-[2-(butanesulfonyloxy)phenyl]-N'-[4-(butanesulfonyloxy)phenyl]urea C(CCC)S(=O)(=O)OC1=C(C=CC=C1)NC(=O)NC1=CC=C(C=C1)OS(=O)(=O)CCCC